CC=1C(=NC(=CC1)C)N[C@@H](CCOC1CC(C1)CCC1=NC=2NCCCC2C=C1)C(=O)O N-(3,6-dimethylpyridyl)-O-((1R,3R)-3-(2-(5,6,7,8-tetrahydro-1,8-naphthyridin-2-yl)ethyl)cyclobutyl)-L-homoserine